FC1=CC=C(C=C1)C=1OC(=NN1)N1[C@@H](C2=C(CC1)NC=N2)C2=NN1C(C=CC=C1C)=C2 (S)-2-(4-fluorophenyl)-5-(4-(7-methylpyrazolo[1,5-a]pyridin-2-yl)-1,4,6,7-tetrahydro-5H-imidazo[4,5-c]pyridin-5-yl)-1,3,4-oxadiazole